tertiary-leucine N[C@@H](C(C)(C)C)C(=O)O